Ethyl (S)-3-(2',4'-Difluorobiphenyl-3-yl)-3-(3-(4-hydroxy-1-methyl-2-oxo-1,2-dihydro-1,8-naphthyridin-3-yl)ureido)propanoat FC1=C(C=CC(=C1)F)C1=CC(=CC=C1)[C@H](CC(=O)OCC)NC(=O)NC=1C(N(C2=NC=CC=C2C1O)C)=O